N[C@@H]([C@@H](C)CC)C(=O)O[Si](C)(C)C l-Isoleucine, trimethylsilyl ester